2-(3-(1-(4-(dimethylamino)but-2-enoyl)-2,3-dihydro-1H-pyrrolo[2,3-b]pyridin-5-yl)phenyl)-N-(5-ethylthiazol-2-yl)propanamide CN(CC=CC(=O)N1CCC=2C1=NC=C(C2)C=2C=C(C=CC2)C(C(=O)NC=2SC(=CN2)CC)C)C